FC1=C(C(=CC=C1)F)C=1C=2C=3CCOCCC3SC2NC(CN1)=S 3-(2,6-difluorophenyl)-13-oxa-9-thia-4,7-diazatricyclo[8.5.0.02,8]pentadeca-1(10),2(8),3-triene-6-thione